6-[(4-chloro-1H-indol-6-yl)amino]-4-[(3,5-dichlorophenyl)amino]pyridine-2-carbonitrile ClC1=C2C=CNC2=CC(=C1)NC1=CC(=CC(=N1)C#N)NC1=CC(=CC(=C1)Cl)Cl